2-(3-chlorobenzyl)-N-(4-methoxyphenyl)-8-methyl-4,5-dihydro-2H-furo[2,3-g]indazole-7-carboxamide ClC=1C=C(CN2N=C3C4=C(CCC3=C2)OC(=C4C)C(=O)NC4=CC=C(C=C4)OC)C=CC1